benzyl (2S,5R)-5-((5-cyclopentyl-7-(phenylsulfonyl)-7H-pyrrolo[2,3-d]pyrimidin-4-yl)amino)-2-methylpiperidine-1-carboxylate C1(CCCC1)C1=CN(C=2N=CN=C(C21)N[C@@H]2CC[C@@H](N(C2)C(=O)OCC2=CC=CC=C2)C)S(=O)(=O)C2=CC=CC=C2